CC1=C(C(=O)N[C@H](C)C2=CC=CC3=CC=CC=C23)C=C(C=C1)C1CCNCC1 2-methyl-N-[(1R)-1-(1-naphthyl)ethyl]-5-(4-piperidinyl)benzamide